COC1=C(C=C2C(NC(N(C2=O)C2=CC=C(C=C2)OC)=O)=O)C=CC(=C1)OC 5-(2,4-Dimethoxybenzylidene)-1-(4-methoxyphenyl)pyrimidine-2,4,6(1H,3H,5H)-trione